2-(1-methyl-1H-indol-2-yl)acetic acid CN1C(=CC2=CC=CC=C12)CC(=O)O